[4-(5-(3,5-dichlorophenyl)-5-(trifluoromethyl)-4,5-dihydroisoxazol-3-yl)-2-methylbenzamido]glycine ethyl ester C(C)OC(CNNC(C1=C(C=C(C=C1)C1=NOC(C1)(C(F)(F)F)C1=CC(=CC(=C1)Cl)Cl)C)=O)=O